N-(4-(((tetrahydro-2H-pyran-2-yl)oxy)methyl)benzyl)methacrylamide O1C(CCCC1)OCC1=CC=C(CNC(C(=C)C)=O)C=C1